Cl.C(C)OC=1C(=CC2=CN(N=C2C1)C)C(=O)NC=1N=NC(=CC1)N1CC(N(CC1)CC)C 6-ethoxy-N-(6-(4-ethyl-3-methylpiperazin-1-yl)pyridazin-3-yl)-2-methyl-2H-indazole-5-carboxamide hydrochloride